ClC=1C(=C(C#N)C=CC1)N1N=CC=2C=NC(=CC21)NC2=NC=NC(=C2)N2CCN(CC2)CCO 3-chloro-2-(6-((6-(4-(2-hydroxyethyl)piperazin-1-yl)pyrimidin-4-yl)amino)-1H-pyrazolo[4,3-c]pyridin-1-yl)benzonitrile